[N+](=O)([O-])C1=C(C(=C(C=C1)C(=O)[O-])C)C nitroxylate